CC1=CC=C(OCC(=O)N(CC2OCCC2)C2=CC=CC=C2)C=C1 2-(4-Methylphenoxy)-N-phenyl-N-(tetrahydrofuran-2-ylmethyl)acetamide